5-(5-(3-benzyl-1-((4-chloropyridin-3-yl)sulfonyl)pyrrolidin-3-yl)-6-methyl-1H-indazol-1-yl)-1-methylpyridin-2(1H)-one C(C1=CC=CC=C1)C1(CN(CC1)S(=O)(=O)C=1C=NC=CC1Cl)C=1C=C2C=NN(C2=CC1C)C=1C=CC(N(C1)C)=O